isophthaloyl-bis-laurolactam C(C1=CC(C(=O)C2CCCCCCCCCCC(=O)N2)=CC=C1)(=O)C1CCCCCCCCCCC(=O)N1